C(C)C1OCCN(C1)NC=1C=CC=2C(NC(C3=CC=CC1C23)=O)=O 6-((2-ethylmorpholino)amino)-1,3-dioxo-1H-benzo[de]isoquinoline